ClC1=CC=C(C(=N1)CC)B1OC(C(O1)(C)C)(C)C 6-chloro-2-ethyl-3-(4,4,5,5-tetramethyl-1,3,2-dioxaborolan-2-yl)pyridine